C1(CC1)C1=CC(=CC(=N1)C(=O)[O-])CN1CC(C(CC1)(F)F)C 6-cyclopropyl-4-[(4,4-difluoro-3-methylpiperidin-1-yl) methyl]Pyridine-2-carboxylate